C12(CC3CC(CC(C1)C3)C2)CC(=O)NC=2C=CC3=C(N(N=C3C2)CC2=C(C=CC=C2)OC)N(C(OC(C)(C)C)=O)C(=O)OC(C)(C)C tert-Butyl N-[6-[[2-(1-adamantyl)acetyl]amino]-2-[(2-methoxyphenyl)methyl] indazol-3-yl]-N-tert-butoxycarbonyl-carbamate